ON1N(C(C(C1C)(C(C)=NOC)NC(C)=O)=O)C 2-N-hydroxy-N-(4-(1-(methoxyimino)ethyl)-1,3-dimethyl-5-oxo-4,5-dihydro-1H-pyrazol-4-yl)acetamide